ClC1=C(C=C(C=C1)F)[C@@H]1[C@@H](CN(C1)CC(F)(F)F)C(=O)O |r| rac-(3S,4S)-4-(2-chloro-5-fluoro-phenyl)-1-(2,2,2-trifluoroethyl)pyrrolidine-3-carboxylic acid